1-[5-tert-butyl-2-[4-(dimethylaminomethyl)phenyl]pyrazol-3-yl]-3-[2-methylsulfanyl-4-[(7-oxo-6,8-dihydro-5H-1,8-naphthyridin-4-yl)oxy]phenyl]urea C(C)(C)(C)C=1C=C(N(N1)C1=CC=C(C=C1)CN(C)C)NC(=O)NC1=C(C=C(C=C1)OC1=CC=NC=2NC(CCC12)=O)SC